Tert-butyl (2-mercaptophenyl)(p-tolyl)carbamate SC1=C(C=CC=C1)N(C(OC(C)(C)C)=O)C1=CC=C(C=C1)C